4a,5,6,7,8,8a-Hexahydro-4H-pyrido[4,3-b][1,4]oxazin O1C2C(NC=C1)CNCC2